[(7R,9aR)-7-phenyl-1,3,4,6,7,8,9,9a-octahydropyrido[1,2-a]pyrazin-2-yl]-(4-chloro-1-propan-2-ylpyrrolo[2,3-b]pyridin-5-yl)methanone C1(=CC=CC=C1)[C@H]1CC[C@H]2N(CCN(C2)C(=O)C=2C(=C3C(=NC2)N(C=C3)C(C)C)Cl)C1